C/C(/C(=O)O)=C\C.ClC1=NC=C(C=C1C(C#N)CCC=C)C 2-(2-chloro-5-methylpyridin-3-yl)hex-5-enenitrile (e)-2-methyl-2-butenoate